NC1=CSC2=NC=CC=C21 3-aminothieno[2,3-B]pyridine